ethyl 5-(((tert-butyldiphenylsilyl) oxy) methyl)-1H-pyrazole-3-carboxylate [Si](C1=CC=CC=C1)(C1=CC=CC=C1)(C(C)(C)C)OCC1=CC(=NN1)C(=O)OCC